FC(OC1CN(CC1)C=1C=NN(C1)C12CC(C1)(C2)C(=O)[O-])(F)F.[K+] potassium 3-{4-[3-(trifluoromethoxy)pyrrolidin-1-yl]-1H-pyrazol-1-yl}bicyclo[1.1.1]pentane-1-carboxylate